Cl.Cl.Cl.CN1CCC(CC1)N1CCNCC1 1-(1-methyl-4-piperidyl)piperazine trihydrochloride